4-((2-(((4-(Aminomethyl)pyridin-2-yl)oxy)methyl)-4-(2-fluorophenyl)pyrrolidin-1-yl)sulfonyl)thiomorpholine 1,1-dioxide NCC1=CC(=NC=C1)OCC1N(CC(C1)C1=C(C=CC=C1)F)S(=O)(=O)N1CCS(CC1)(=O)=O